FC1=C(C=C(C(=C1)C1=NC(=CC=C1)OCC1=C(C=C(C=C1)C=1N(C=NC1)C)F)F)CC=1N(C2=C(N1)C=CC(=C2)C(=O)O)CCOC 2-[[2,5-difluoro-4-[6-[[2-fluoro-4-(3-methylimidazol-4-yl)phenyl]methoxy]-2-pyridyl]phenyl]methyl]-3-(2-methoxyethyl)benzimidazole-5-carboxylic acid